tert-butyl 2-methyl-6-nitro-3-(2,3,6-trifluoro-5-(N-(propylsulfonyl)propylsulfonamido)phenoxy)benzoate CC1=C(C(=O)OC(C)(C)C)C(=CC=C1OC1=C(C(=CC(=C1F)N(S(=O)(=O)CCC)S(=O)(=O)CCC)F)F)[N+](=O)[O-]